Di(aziridin-1-yl)phosphinic acid (R)-6-(4-(cyclopropylcarbamoyl) phenoxy)-5-nitro-2,3-dihydro-1H-inden-1-yl ester C1(CC1)NC(=O)C1=CC=C(OC2=C(C=C3CC[C@H](C3=C2)OP(=O)(N2CC2)N2CC2)[N+](=O)[O-])C=C1